(methylamino)-2-((methylamino)methyl)propane-1-thiol CNC(C(C)CNC)S